NC=1C2=C(N=CN1)C(=NC(=C2)N(C)CC)C=2C(=C(C=CC2C)O)C (S)-3-(4-Amino-6-(ethyl(methyl)amino)pyrido[3,4-d]pyrimidin-8-yl)-2,4-dimethylphenol